2-(4-isopropyl-5-(8-methoxy-[1,2,4]triazolo[1,5-a]pyridin-6-yl)-1H-pyrazol-3-yl)-5-propyl-4,5,6,7-tetrahydrothiazolo[5,4-c]pyridine C(C)(C)C=1C(=NNC1C=1C=C(C=2N(C1)N=CN2)OC)C=2SC=1CN(CCC1N2)CCC